(3R)-3-(4-chlorophenyl)-2-[(5-chloropyridin-2-yl)methyl]-6-[2-hydroxy-1-(3-oxomorpholin-4-yl)propan-2-yl]-3-methoxy-2,3-dihydro-1H-isoindol-1-one ClC1=CC=C(C=C1)[C@@]1(N(C(C2=CC(=CC=C12)C(CN1C(COCC1)=O)(C)O)=O)CC1=NC=C(C=C1)Cl)OC